tert-butyl N-{2-[({3-[(3S)-4,4-dimethyl-3-[(3-methylbutyl) carbamoyl] cyclohexyl]-1-(oxacyclohex-2-yl)-1H-pyrazol-4-yl} methyl) (methyl) amino] ethyl}-N-methylcarbamate CC1([C@H](CC(CC1)C1=NN(C=C1CN(CCN(C(OC(C)(C)C)=O)C)C)C1OCCCC1)C(NCCC(C)C)=O)C